(-)-2-(6-methoxy-2-naphthyl)-1-propanol C[C@H](CO)C1=CC2=C(C=C1)C=C(C=C2)OC